N-(2-Chloro-3-{(4S)-2-imino-4-methyl-1-[(2R*,4R*)-2-methyl-tetrahydropyran-4-yl]-6-oxo-hexahydropyrimidin-4-yl}phenyl)-4-cyanobenzamide hydrochloride Cl.ClC1=C(C=CC=C1[C@]1(NC(N(C(C1)=O)[C@H]1C[C@H](OCC1)C)=N)C)NC(C1=CC=C(C=C1)C#N)=O |o1:15,17|